(6,7-dichloro-9-(1-methyl-1H-pyrazol-3-yl)-1,3,4,5-tetrahydro-2H-pyrrolo[3,2-c:4,5-c']dipyridin-2-yl)(oxetan-2-yl)methanone ClC1=C2C(=C(N=C1Cl)C1=NN(C=C1)C)C=1CN(CCC1N2)C(=O)C2OCC2